C1[C@@H]([C@H]([C@@H]([C@H](N1CCO)CO)O)O)O 1,5-dideoxy-1,5-[(2-hydroxyethyl)imino]-D-glucitol